I.FC1=C(C(=C2C=CNC2=C1)CCC(=O)OCC)OC1=CC(=C(C=C1)F)C(SC)=N ethyl 3-(6-fluoro-5-(4-fluoro-3-(imino(methylthio)methyl)phenoxy)-1H-indol-4-yl)propanoate hydroiodide